N=1C=NN2C1C=CC(=C2)C2=CC=C1C(CN(CC1=C2)C(=O)O)C2=CC(=C(C=C2)Cl)Cl 7-([1,2,4]triazolo[1,5-a]pyridin-6-yl)-4-(3,4-dichlorophenyl)-3,4-dihydroisoquinoline-2(1H)-carboxylic acid